Se-methyl 2-(1-(4-chlorobenzoyl)-5-methoxy-2-methyl-1H-indol-3-yl)ethane-selenoate ClC1=CC=C(C(=O)N2C(=C(C3=CC(=CC=C23)OC)CC([Se]C)=O)C)C=C1